tri((2r,4S,5r)-5-(ethylsulfonyl)-2-((S)-1-(4-fluorophenyl)-1,2,3,4-tetrahydroisoquinoline-2-carbonyl)tetrahydro-2H-pyran-4-yl)carbamic acid C(C)S(=O)(=O)[C@H]1[C@H](C[C@@H](OC1)C(=O)N1[C@H](C2=CC=CC=C2CC1)C1=CC=C(C=C1)F)OC(N([C@H]1C[C@@H](OC[C@@H]1S(=O)(=O)CC)C(=O)N1[C@H](C2=CC=CC=C2CC1)C1=CC=C(C=C1)F)[C@H]1C[C@@H](OC[C@@H]1S(=O)(=O)CC)C(=O)N1[C@H](C2=CC=CC=C2CC1)C1=CC=C(C=C1)F)=O